CC(CCCCCC)(C)C=1C=C(C2=C(OC([C@H]3[C@H]2CC(CC3)=C)(C)C)C1)OC (6aR,10aR)-3-(1,1-Dimethylheptyl)-6a,7,8,9,10,10a-hexahydro-1-methoxy-6,6-dimethyl-9-methylene-6H-dibenzo[b,d]pyran